N,N'-bis(3-pyridyl)oxalamide N1=CC(=CC=C1)NC(C(=O)NC=1C=NC=CC1)=O